O1C(=CC2=C1C=CC=C2)C2=CC=C(C=C2)C=2C=CC=1N(C3=CC=CC=C3C1C2)C2=CC=C(C=C2)C=2OC1=C(N2)C=CC=C1 3-(4-benzofuran-2-yl-phenyl)-9-(4-benzoxazole-2-yl-phenyl)-9H-carbazole